COCOC1=C(C(=CC(=C1)C(F)(F)F)C)C=1N=NC2=C(C=CC=C2C1)C1=CCCN(C1)C(=O)OC(C)(C)C tert-Butyl 5-{3-[2-(methoxymethoxy)-6-methyl-4-(trifluoromethyl)phenyl]cinnoline-8-yl}-3,6-dihydropyridine-1(2H)-carboxylate